CC1=CC=C(C=N1)CNC(=O)C=1N=NN(C1)CCCCC1=NN=C(S1)C(=O)NCC1=NC=CC=C1 5-[4-(4-{[(6-methylpyridin-3-yl)methyl]carbamoyl}-1H-1,2,3-triazol-1-yl)butyl]-N-(pyridin-2-ylmethyl)-1,3,4-thiadiazole-2-carboxamide